(1-[(2-chlorophenyl)benzhydryl])-1H-pyrazole ClC1=C(C=CC=C1)C(C1=CC=CC=C1)(C1=CC=CC=C1)N1N=CC=C1